N1=CNN2C1=COC=C2 [1,2,4]triazolo[5,1-c][1,4]oxazine